4-chloro-6-methyl-2-(1H-pyrrol-2-yl)thieno[2,3-d]pyrimidine ClC=1C2=C(N=C(N1)C=1NC=CC1)SC(=C2)C